O=[N+]1C(C=CC=C1)C(=O)N 1-oxo-pyridin-1-ium-2-carboxamide